(S)-2-Hydroxypropyl (S)-2-hydroxypropanoate O[C@H](C(=O)OC[C@H](C)O)C